ethylhexyl-carbamic acid C(C)N(C(O)=O)CCCCCC